1,4-dimethyl-pyridine-4-amine CN1C=CC(C=C1)(N)C